CC1(OC=2C=C(C=C(C2[C@H]2[C@H]1CC=C([C@H]2O)C)O)CCCCC)C (6Ar,10S,10aR)-6,6,9-trimethyl-3-pentyl-6a,7,10,10a-tetrahydrobenzo[c]chromene-1,10-diol